S(=O)(=O)=NC=1SC=CN1 sulfonyl-1,3-thiazol-2-amine